BrC=1C=C2C(=CN=NC2=CC1)NCC=1N=NC(=CC1)C 6-bromo-N-((6-methylpyridazin-3-yl)methyl)cinnolin-4-amine